O1CCOC12CCC(CC2)CCN2C(N(C=1N=CN(C1C2=O)C)C)=O 1-(2-(1,4-dioxaspiro[4.5]decan-8-yl)ethyl)-3,7-dimethyl-1H-purine-2,6(3H,7H)-dione